NCC=1C=C(C=CC1C)NC1=NOC(C1)(C(F)(F)F)C1=CC(=C(C(=C1)Cl)F)Cl N-(3-(aminomethyl)-4-methylphenyl)-5-(3,5-dichloro-4-fluorophenyl)-5-(trifluoromethyl)-4,5-dihydroisoxazol-3-amine